ClC1=C2C(=C(N=N1)NCC1COCC1)C=NC=C2 1-Chloro-N-(tetrahydrofuran-3-ylmethyl)pyrido[3,4-d]pyridazin-4-amine